methyl 1-(1-(5-cyclopropylpyridin-2-yl) ethyl)-4-(propan-1-yn-1-yl)-1H-indazole-7-carboxylate C1(CC1)C=1C=CC(=NC1)C(C)N1N=CC2=C(C=CC(=C12)C(=O)OC)C#CC